ClC1=C(CNC(=O)[C@]2(C=3C=CC=NC3C(CC2)=O)F)C(=CC(=C1)Cl)F (S)-N-(2,4-dichloro-6-fluorobenzyl)-5-fluoro-8-oxo-5,6,7,8-tetrahydro-quinoline-5-carboxamide